N-[(1R)-1-[3-(2-amino-1,1-difluoro-ethyl)-2-fluoro-phenyl]ethyl]-1-(2-fluorophenyl)-6-oxo-pyridazine-3-carboxamide NCC(F)(F)C=1C(=C(C=CC1)[C@@H](C)NC(=O)C1=NN(C(C=C1)=O)C1=C(C=CC=C1)F)F